C(#N)[C@H]1N(CSC1)C(CNC(=O)C1=CC=NC2=CC=C(C=C12)N1[C@@H](COCC1)CCOC)=O N-(2-((R)-4-Cyanothiazolidin-3-yl)-2-oxoethyl)-6-((R)-3-(2-methoxyethyl)-morpholino)quinoline-4-carboxamide